N-(1-Methyl-4-piperidinyl)-4-anisylhydrazine CN1CCC(CC1)N(N)CC1=CC=C(C=C1)OC